S1C(=CC=C1)CCC(=O)N (thien-2-ylmethyl)acetamide